2,2-diethyl-5-hydroxyvalerate C(C)C(C(=O)[O-])(CCCO)CC